(S)-4-((2-(3,5-dimethyl-1H-pyrazol-1-yl)ethyl)(4-(5,6,7,8-tetrahydro-1,8-naphthyridin-2-yl)butyl)amino)-2-((1-methyl-1H-benzo[d]imidazol-2-yl)amino)butanoic acid CC1=NN(C(=C1)C)CCN(CC[C@@H](C(=O)O)NC1=NC2=C(N1C)C=CC=C2)CCCCC2=NC=1NCCCC1C=C2